COC1=C(C(=CC(=C1)C(F)(F)F)C)C1=CC=C2C(=N1)N=C(O2)N[C@H]2CN(CCC2)C(=O)OC(C)(C)C tert-Butyl (3R)-3-[[5-[2-methoxy-6-methyl-4-(trifluoromethyl)phenyl]oxazolo[4,5-b]pyridin-2-yl]amino]piperidine-1-carboxylate